3-(2-(((1-(6-((5-fluoro-4-(4-fluoro-1-isopropyl-2-methyl-1H-benzo[d]imidazol-6-yl)pyrimidin-2-yl)amino)pyridin-3-yl)piperidin-4-yl)(methyl)amino)methyl)phenyl)piperidine-2,6-dione FC=1C(=NC(=NC1)NC1=CC=C(C=N1)N1CCC(CC1)N(C)CC1=C(C=CC=C1)C1C(NC(CC1)=O)=O)C=1C=C(C2=C(N(C(=N2)C)C(C)C)C1)F